(R)-N-(2-cyclopropyl-5-(3-(2-hydroxypropan-2-yl)pyrrolidin-1-yl)pyridin-3-yl)-6-(1-methyl-1H-pyrazol-4-yl)picolinamide C1(CC1)C1=NC=C(C=C1NC(C1=NC(=CC=C1)C=1C=NN(C1)C)=O)N1C[C@@H](CC1)C(C)(C)O